NC1=CC=C(C=N1)B(O)O 6-aminopyridine-3-boronic acid